C1(=CC=CC=C1)C1CNC1 3-phenyl-azetidine